3-(3,5-difluoro-4-((1R,3R)-2-(2-fluoro-2-methylpropyl)-3-methyl-1,2,3,4-tetrahydropyrazino[1,2-a]indol-1-yl)phenoxy)azetidine-1-carboxylic acid tert-butyl ester C(C)(C)(C)OC(=O)N1CC(C1)OC1=CC(=C(C(=C1)F)[C@H]1N([C@@H](CN2C1=CC=1C=CC=CC21)C)CC(C)(C)F)F